C(#N)C=1C=C(COC2=C(CN[C@H](C(=O)O)C(C)O)C=C(C(=C2)OCC=2C(=C(C=CC2)C2=C(C(=CC=C2)C2=NC(=NO2)CN2CCOCC2)C)C)[N+](=O)[O-])C=CC1 (2S)-2-((2-((3-cyanobenzyl)oxy)-4-((2,2'-dimethyl-3'-(3-(morpholinomethyl)-1,2,4-oxadiazol-5-yl)-[1,1'-biphenyl]-3-yl)methoxy)-5-nitrobenzyl)amino)-3-hydroxybutyric acid